[3-(2-cyclohexylethoxy)phenyl]tetrahydropyran-4-carboxylic acid C1(CCCCC1)CCOC=1C=C(C=CC1)C1OCCC(C1)C(=O)O